O=C1NC(CCC1N1C(N(C2=C1C=CC(=C2)CCCN(C(CN(C(CN(C(CNC)=O)C)=O)C)=O)C)C)=O)=O N-[2-[[2-[3-[1-(2,6-dioxo-3-piperidyl)-3-methyl-2-oxo-benzimidazol-5-yl]propyl-methyl-amino]-2-oxo-ethyl]-methyl-amino]-2-oxo-ethyl]-N-methyl-2-(methylamino)acetamide